C(C)(C)C=1C=C(C=CC1OC1=CC=NC2=CC=C(C=C12)OC)N1C(N(CC1=O)C=1C=NC=C(C1)C(F)(F)F)=O 3-{3-isopropyl-4-[(6-methoxy-4-quinolinyl)oxy]phenyl}-1-[5-(trifluoromethyl)-3-pyridinyl]-2,4-imidazolidinedione